(R)-5-chloro-2-(7-((1-methylpiperidin-3-yl)amino)pyrazolo[1,5-d][1,2,4]triazin-4-yl)phenol ClC=1C=CC(=C(C1)O)C=1C=2N(C(=NN1)N[C@H]1CN(CCC1)C)N=CC2